1-(cyclobutylmethyl)-3-methyl-N-((1r,4r)-4-(4-(2,2,2-trifluoro-ethyl)piperazin-1-yl)-cyclohexyl)-1H-thieno[2,3-c]pyrazole-5-carboxamide C1(CCC1)CN1N=C(C2=C1SC(=C2)C(=O)NC2CCC(CC2)N2CCN(CC2)CC(F)(F)F)C